3-bromo-4-methyl-N-((2-(trifluoromethyl)pyridin-4-yl)thiocarbamoyl)benzamide BrC=1C=C(C(=O)NC(NC2=CC(=NC=C2)C(F)(F)F)=S)C=CC1C